CC1NC2=C(C=C(C=C2NC1=O)C(=O)OC)C=1C=NN(C1)C methyl 2-methyl-8-(1-methyl-1H-pyrazol-4-yl)-3-oxo-1,2,3,4-tetrahydroquinoxaline-6-carboxylate